C(C(=C)C)(=O)OCC1CCC(=O)O1 4-methacryloxymethyl-gamma-butyrolactone